C(CCCCCCCCCCCCCCC)(=O)OC(C)(COC(CCCCCCCCCCCCCCC)=O)SC[C@H](N)C(=O)O S-[2,3-bis(palmitoyloxy)-(2-propyl)]-cysteine